1-(6-hydroxy-2,2-dimethyl-1,3-dioxepan-5-yl)-1,4,7,10-tetraazacyclododecane lithium chloride [Cl-].[Li+].OC1C(COC(OC1)(C)C)N1CCNCCNCCNCC1